ethyl 2-(4'-(5-(2,4-dihydroxyphenyl)-3-(trifluoromethyl)isoxazol-4-yl)-[1,1'-biphenyl]-4-yl)acetate OC1=C(C=CC(=C1)O)C1=C(C(=NO1)C(F)(F)F)C1=CC=C(C=C1)C1=CC=C(C=C1)CC(=O)OCC